(R)-N-(5-((S)-2,2-difluorocyclopropyl)-1H-pyrazol-3-yl)-2-(1-(3,5-difluorophenyl)-1H-pyrazol-4-yl)propanamide FC1([C@@H](C1)C1=CC(=NN1)NC([C@H](C)C=1C=NN(C1)C1=CC(=CC(=C1)F)F)=O)F